C(C)N(C(C1=C(C=CC(=C1)F)OC1=C(N=CN=N1)N1CC2(CN(C2)[C@H](CCN(C)CCO)C(C)C)CC1)=O)C(C)C (R)-N-ethyl-5-fluoro-2-((5-(2-(1-((2-hydroxyethyl)(methyl)amino)-4-methylpent-3-yl)-2,6-diazaspiro[3.4]oct-6-yl)-1,2,4-triazin-6-yl)oxy)-N-isopropylbenzamide